N,N-dimethyl-3-[6-(methylamino)imidazo[1,2-b]pyridazin-3-yl]benzamide CN(C(C1=CC(=CC=C1)C1=CN=C2N1N=C(C=C2)NC)=O)C